[7-(1-octylnonoxy)-7-oxo-heptyl] (2S)-4-hydroxy-1-(6-oxo-6-undecoxy-hexyl)pyrrolidine-2-carboxylate OC1C[C@H](N(C1)CCCCCC(OCCCCCCCCCCC)=O)C(=O)OCCCCCCC(=O)OC(CCCCCCCC)CCCCCCCC